C(#N)[C@H](C[C@H]1C(NCC1)=O)NC(=O)[C@@H]1[C@H]2C([C@H]2CN1C([C@H](C(C)(C)C)NS(N(C)C)(=O)=O)=O)(C)C (1R,2S,5S)-N-((S)-1-cyano-2-((S)-2-oxopyrrolidin-3-yl)ethyl)-3-((S)-2-((N,N-dimethylsulfamoyl)amino)-3,3-dimethylbutanoyl)-6,6-dimethyl-3-azabicyclo[3.1.0]hexane-2-carboxamide